6-chloro-5-fluoro-4-(2-fluoro-4-iodoanilino)pyridine-3-carboxylic acid methyl ester COC(=O)C=1C=NC(=C(C1NC1=C(C=C(C=C1)I)F)F)Cl